tert-butyl (1S,5R)-1-(5-bromo-2-fluorophenyl)-4-cyano-3-azabicyclo[3.1.0]hexane-3-carboxylate BrC=1C=CC(=C(C1)[C@]12CN(C([C@@H]2C1)C#N)C(=O)OC(C)(C)C)F